ClC1=C(OC=2N=NNC2C(=O)O)C=C(C=C1)OCC1CCCC1 4-(2-chloro-5-(cyclopentylmethoxy)phenoxy)-1H-1,2,3-triazole-5-carboxylic acid